ClC=1C=C(C2=C(N1)N(C=C2)C2CCC2)C=O 6-chloro-1-cyclobutyl-1H-pyrrolo[2,3-b]pyridine-4-carbaldehyde